N-((2S)-1-(2-(3-Amino-3-oxopropyl)-2-(2-chloro-2-fluoroacetyl)hydrazineyl)-3-cyclobutyl-1-oxopropan-2-yl)-1H-benzo[d]imidazole-2-carboxamide NC(CCN(NC([C@H](CC1CCC1)NC(=O)C1=NC2=C(N1)C=CC=C2)=O)C(C(F)Cl)=O)=O